4-(3,5-dichlorophenyl)-1H-imidazole-5-carboxylic acid ClC=1C=C(C=C(C1)Cl)C=1N=CNC1C(=O)O